NC1=C2C(=NC=N1)N(N=C2C2=CC=C(C=C2)NC(=O)C2=NN(C=C(C2=O)C2=NC=C(C=C2)F)C(C)C)C2CCOCC2 N-[4-(4-Amino-1-tetrahydropyran-4-yl-1H-pyrazolo[3,4-d]pyrimidin-3-yl)phenyl]-5-(5-fluoropyridin-2-yl)-1-isopropyl-4-oxo-1,4-dihydropyridazine-3-carboxamide